6-chloro-N4-[1-[1-(difluoromethyl)pyrazol-3-yl]cyclopropyl]-1,3,5-triazine-2,4-diamine ClC1=NC(=NC(=N1)N)NC1(CC1)C1=NN(C=C1)C(F)F